4,4'-diiodo-p-terphenyl IC1=CC=C(C=C1)C1=CCC(C=C1)(C1=CC=CC=C1)I